N-(4-((10H-benzo[b]pyrido[2,3-e][1,4]oxazin-4-yl)oxy)phenyl)-5-(3,5-difluorophenyl)-4-oxo-1-((tetrahydro-2H-pyran-4-yl)methyl)-1,4-dihydropyridine-3-carboxamide N1=CC=C(C2=C1NC1=C(O2)C=CC=C1)OC1=CC=C(C=C1)NC(=O)C1=CN(C=C(C1=O)C1=CC(=CC(=C1)F)F)CC1CCOCC1